O=C1OC2=C(N1)C=C(C=C2)C(=O)N 2-oxo-3H-1,3-benzooxazole-5-carboxamide